1-(5-(4-amino-1-iso-propyl-1H-pyrazolo[3,4-d]pyrimidin-3-yl)-4-fluoroindolin-1-yl)-2-(3-(trifluoromethoxy)phenyl)ethan-1-one NC1=C2C(=NC=N1)N(N=C2C=2C(=C1CCN(C1=CC2)C(CC2=CC(=CC=C2)OC(F)(F)F)=O)F)C(C)C